N4-cyclohexyl-3-(isoxazol-4-yl)-N6-(2-methoxy-4-morpholinophenyl)-1H-pyrazolo[3,4-d]pyrimidine-4,6-diamine C1(CCCCC1)NC1=C2C(=NC(=N1)NC1=C(C=C(C=C1)N1CCOCC1)OC)NN=C2C=2C=NOC2